NCC=1SC(=CN1)C1=C(C=C(C#N)C=C1)OC=1N(N=C(C1)C1=NC=CC=C1)C 4-[2-(aminomethyl)-1,3-thiazol-5-yl]-3-(2-methyl-5-pyridin-2-ylpyrazol-3-yl)oxybenzonitrile